(2S)-2-benzyl-4,4,4-trifluoro-N-(8-fluoro-2-methyl-3-quinolyl)-2-methyl-butanamide C(C1=CC=CC=C1)[C@](C(=O)NC=1C(=NC2=C(C=CC=C2C1)F)C)(CC(F)(F)F)C